3-Methoxy-5-nitro-phenol COC=1C=C(C=C(C1)[N+](=O)[O-])O